FC(C1=CC=C(CN2CC(N(CC2)CC2=CC=C(OC(C(=O)O)(C)C)C=C2)CC)C=C1)(F)F 2-(4-((4-(4-(trifluoromethyl)benzyl)-2-ethylpiperazin-1-yl)methyl)phenoxy)-2-methylpropanoic acid